[2-(2,6-dimethylmorpholin-4-yl)pyrimidin-5-yl]methanone Benzyl-4-(4-{[(4R)-3,3-difluoropiperidin-4-yl]methyl}piperazin-1-yl)-2,3-dihydroindole-1-carboxylate C(C1=CC=CC=C1)OC(=O)N1CCC2=C(C=CC=C12)N1CCN(CC1)C[C@@H]1C(CNCC1)(F)F.CC1CN(CC(O1)C)C1=NC=C(C=N1)C=O